1-[3-(2-oxobenzimidazolinyl)propyl]piperidine O=C1N(C2=C(N1)C=CC=C2)CCCN2CCCCC2